OC[C@H]([NH3+])C1=CC=CC=C1 (R)-2-hydroxy-1-phenylethan-1-aminium